(5-amino-6-chloro-4-(difluoromethyl)pyridin-2-yl)boronic acid NC=1C(=CC(=NC1Cl)B(O)O)C(F)F